2-oxo-2,5-dihydro-1H-pyrrol O=C1NCC=C1